3-[(2-methyl-1,3-thiazol-5-yl)methyl]-1H-quinazoline-2,4-dione CC=1SC(=CN1)CN1C(NC2=CC=CC=C2C1=O)=O